NC=1C=CC(=C(C1)[C@@H]1[C@@H](C1)C(=O)OCC)Cl ethyl cis-2-(5-amino-2-chloro-phenyl)cyclopropanecarboxylate